ON1N=NC2=C1C=C(C=C2)S(=O)(=O)N 1-hydroxybenzotriazole-6-sulfonamide